NC1=NC=NN2C1=C(C=C2C2CCN(CC2)CCO)C2=C(C=C(C=C2)C2=C(C(N(C=C2)C2=CC=C(C=C2)F)=O)C(=O)N)F (4-{4-amino-7-[1-(2-hydroxyethyl)piperidin-4-yl]pyrrolo[2,1-f][1,2,4]triazin-5-yl}-3-fluorophenyl)-1-(4-fluorophenyl)-2-oxo-1,2-dihydropyridine-3-carboxamide